C(C1=CC=CC=C1)(C1=CC=CC=C1)N1CCN(CC1)NC=1C=C2CN(C(C2=CC1)=O)C1C(NC(CC1)=O)=O 3-(5-((4-benzhydryl-piperazin-1-yl)amino)-1-oxoisoindolin-2-yl)piperidine-2,6-dione